5-((1-(cyclohexylmethyl)piperidin-4-yl)methyl)pyrazolo[1,5-a]pyridin C1(CCCCC1)CN1CCC(CC1)CC1=CC=2N(C=C1)N=CC2